COC1=CC=C(CN(C2=CC(=NC=C2)C(=O)NO)CC2=CC=C(C=C2)OC)C=C1 4-(bis(4-methoxybenzyl)amino)-N-hydroxypyridinecarboxamide